CC1=C(C=C(C=C1)NC(=O)N1C[C@H](CC1)OC(F)(F)F)C=1C=NC(=C(C1)N1CCOCC1)OC1CCOCC1 (3S)-N-[4-methyl-3-[5-(morpholin-4-yl)-6-(oxan-4-yloxy)pyridin-3-yl]phenyl]-3-(trifluoromethoxy)pyrrolidine-1-carboxamide